FC1=CC=C(S1)CC[C@@]1(CN(CC1)C(C)(C)C=1C=NC(=CC1)C)C1C=2N(C(O1)=O)C=CN2 |o1:8| 7-((R or S)-3-(2-(5-fluoro-thiophen-2-yl)ethyl)-1-(2-(6-methylpyridin-3-yl)propan-2-yl)pyrrolidin-3-yl)-5H,7H-imidazo[1,2-c]oxazol-5-one